C(C)(C)(C)C1=CC(=C2CCC(C2=C1)(C)C)NC1=NC=C(C=N1)C(=O)OCC Ethyl 2-[(6-tert-butyl-1,1-dimethyl-2,3-dihydro-1H-inden-4-yl)amino]pyrimidine-5-carboxylate